O1CC[C@@H](C2=CC=CC=C12)NC(=O)C=1C=C(C=CC1)CN1C(NC(CC1=O)(CC)CC)=[NH2+] [1-[[3-[[(4S)-chroman-4-yl]carbamoyl]phenyl]methyl]-4,4-diethyl-6-oxo-hexahydropyrimidin-2-ylidene]ammonium